amino-5-(1-isobutyrylpiperidin-4-yl)-3-((prop-2-ylamino)oxy)-[1,1'-biphenyl]-2-carbonitrile NC=1C(=C(C(=CC1C1CCN(CC1)C(C(C)C)=O)C1=CC=CC=C1)C#N)ONC(C)C